N[C@H](CO)C1CCN(CC1)C=1C(=C(C(=CC1)S(=O)(=O)NC[C@@H](CN)O)S(=O)(=O)N)C=1N=NNN1 4-(4-((S)-1-amino-2-hydroxyethyl)piperidin-1-yl)-N1-((R)-3-amino-2-hydroxypropyl)-3-(2H-tetrazol-5-yl)benzene-1,2-disulfonamide